tert-Butyl (3-cyano-4-(3-(3-(diethylamino)-4-hydroxypyrrolidin-1-yl)-5-fluoro-7,9-dihydrofuro[3,4-f]quinazolin-6-yl)-7-fluorothieno[3,2-c]pyridin-2-yl)carbamate C(#N)C1=C(SC2=C1C(=NC=C2F)C=2C1=C(C=3C=NC(=NC3C2F)N2CC(C(C2)O)N(CC)CC)COC1)NC(OC(C)(C)C)=O